1-butyl-2,3-dimethyl-imidazole proline salt N1[C@@H](CCC1)C(=O)O.C(CCC)N1C(N(C=C1)C)C